(2-chloro-2-oxoethyl) acetate C(C)(=O)OCC(=O)Cl